BrC1=CC=2C(C3=CC=CC=C3C2C=C1)(CC)CC 2-bromo-9,9-diethyl-fluorene